5-(8-Methoxy-[1,2,4]triazolo[1,5-a]pyridin-6-yl)-1-(1-(tetrahydrofuran-3-yl)piperidin-4-yl)-1,3-dihydro-2H-benzo[d]imidazol-2-on COC=1C=2N(C=C(C1)C1=CC3=C(N(C(N3)=O)C3CCN(CC3)C3COCC3)C=C1)N=CN2